1-(2-(4-bromophenoxy)ethyl)-1,4-diazepan-5-one BrC1=CC=C(OCCN2CCNC(CC2)=O)C=C1